C(C)(C)(C)OC(N[C@@H]1C[C@@H](CC1)OC=1C(=NC(=CC1)C(F)F)Br)=O ((1S,3R)-3-((2-bromo-6-(difluoromethyl)pyridin-3-yl)oxy)cyclopentyl)carbamic acid tert-butyl ester